3-Cyclopropyl-6-morpholinoimidazo[1,2-b]pyridazine C1(CC1)C1=CN=C2N1N=C(C=C2)N2CCOCC2